1-((1R,5R)-6-(8-fluoro-2-(((S)-1-methylpyrrolidin-2-yl)methoxy)-7-(5,6,7,8-tetrahydronaphthalen-1-yl)pyridino[4,3-d]pyrimidin-4-yl)-2,6-diazabicyclo[3.2.0]hept-2-yl)prop-2-en-1-one FC1=C(N=CC2=C1N=C(N=C2N2[C@@H]1CCN([C@@H]1C2)C(C=C)=O)OC[C@H]2N(CCC2)C)C2=CC=CC=1CCCCC21